BrCC\C=C\CCBr (E)-1,6-dibromohex-3-ene